1-(bromomethyl)-1-((2-methylbut-3-en-2-yl)sulfonyl)cyclopropane BrCC1(CC1)S(=O)(=O)C(C)(C=C)C